Methyl 5-chloro-4-(1,5-dimethyl-3-((2,2,2-trifluoroacetoxy)methyl)-1H-pyrazol-4-yl)-1-(3-((6-fluoro-3-mercaptonaphthalen-1-yl)oxy)propyl)-3-methyl-1H-indole-2-carboxylate ClC=1C(=C2C(=C(N(C2=CC1)CCCOC1=CC(=CC2=CC(=CC=C12)F)S)C(=O)OC)C)C=1C(=NN(C1C)C)COC(C(F)(F)F)=O